O=C(CCOC[C@H](C)NN1N=CC=C(C1=O)C(F)(F)F)N1CCN(CC1)C1=NC=C(C=N1)C(F)(F)F [[(2S)-1-(3-oxo-3-[4-[5-(trifluoromethyl)pyrimidin-2-yl]piperazin-1-yl]propoxy)propan-2-yl]amino]-4-(trifluoromethyl)-2,3-dihydropyridazin-3-one